CN(CCNC1=NC(=NC2=CC=CC=C12)NCCC1=CC(=CC=C1)F)C N4-(2-(dimethylamino)ethyl)-N2-(3-fluorophenethyl)quinazoline-2,4-diamine